(E)-N-(2-(5-(tert-Butyl)-2,4-dihydroxybenzoyl)isoindolin-4-yl)-4-(dimethylamino)but-2-enamide C(C)(C)(C)C=1C(=CC(=C(C(=O)N2CC3=CC=CC(=C3C2)NC(\C=C\CN(C)C)=O)C1)O)O